ClC1=C(C(=CC(=C1)Cl)Cl)/C(/C(=O)O)=C/C(=O)O 2,4,6-trichlorophenyl-maleic acid